ClC1=C(C(=O)O)C=CC(=C1)N1N=CC=2CCCCC12 2-chloro-4-(4,5,6,7-tetrahydro-1H-indazol-1-yl)benzoic acid